Cl.C1(=CC=CC=C1)C1=NC(=NC(=C1)C1=CC=CC=C1)N=C(NC1CCOCC1)N 2-(4,6-diphenylpyrimidin-2-yl)-1-(tetrahydro-2H-pyran-4-yl)guanidine hydrochloride